BrC1=CC(=C(C=C1)N1C(C=CC2=CC(=C(C=C12)F)S(=O)(=O)OC1=C(C(=C(C(=C1F)F)F)F)F)=O)OC (P)-perfluorophenyl 1-(4-bromo-2-methoxyphenyl)-7-fluoro-2-oxo-1,2-dihydroquinoline-6-sulfonate